methyl 3-iodo-2,4,6-trimethylbenzoate IC=1C(=C(C(=O)OC)C(=CC1C)C)C